C(C1=CC=CC=C1)OC(=O)N[C@@H](CSC1(CC=C(CC1)C)C(C)C)C(=O)OCC ethyl N-((benzyloxy)carbonyl)-S-(1-isopropyl-4-methylcyclohex-3-en-1-yl)cysteinate